C(=O)([O-])CN(CCN(CC(=O)[O-])CC(NCCCCCCCCCCCCCC)=O)CCN(CC(NCCCCCCCCCCCCCC)=O)CC(=O)[O-] 6,9-bis(carboxylatomethyl)-11-oxo-3-(2-oxo-2-(tetradecylamino)ethyl)-3,6,9,12-tetraazahexacosanoat